2-(((2R,3R,4S,5R)-5-(6-amino-2-chloro-9H-purin-9-yl)-4-fluoro-3-hydroxytetrahydrofuran-2-yl)methoxy)-2-(4-(methylcarbamoyl)benzyl)malonic acid NC1=C2N=CN(C2=NC(=N1)Cl)[C@H]1[C@H]([C@@H]([C@H](O1)COC(C(=O)O)(C(=O)O)CC1=CC=C(C=C1)C(NC)=O)O)F